CS(=O)(=O)NC=1C=C(C=CC1)NC(=O)C1CN(C1)C(=O)C1=NC=CN=C1 N-(3-(methylsulfonamido)phenyl)-1-(pyrazine-2-carbonyl)azetidine-3-carboxamide